COC1(CC(=CC=C1NC1=CC=C(C=C1)C(=O)N1CCN(CC1)C)C1=CC=CC=C1)C#N 3-Methoxy-4-(4-(4-methylpiperazin-1-carbonyl)phenylamino)-biphenyl-3-carbonitril